tert-butyl N-{2-[(6-{3-[(1R)-6-chloro-1-hydroxy-2,3-dihydro-1H-indene-4-sulfonamido]-2,6-difluorophenyl}-8-methoxyquinazolin-2-yl)amino]ethyl}-N-methylcarbamate ClC=1C=C(C=2CC[C@H](C2C1)O)S(=O)(=O)NC=1C(=C(C(=CC1)F)C=1C=C2C=NC(=NC2=C(C1)OC)NCCN(C(OC(C)(C)C)=O)C)F